Cl.N[C@@H]1C(N(C2=C(OC1)C=CC(=C2)C(=O)N2CCC(CC2)C(C)(C)O)C)=O (S)-3-amino-7-(4-(2-hydroxy-propan-2-yl)piperidine-1-carbonyl)-5-methyl-2,3-dihydrobenzo[b][1,4]oxazepin-4(5H)-one hydrochloride